N,N-bis(2-methoxyethyl)-1,3-propanediamine COCCN(CCCN)CCOC